4-carbamoyl-4-(4-hydroxy-1-oxo-1,3-dihydro-isoindol-2-yl)-butyric acid methyl ester COC(CCC(N1C(C2=CC=CC(=C2C1)O)=O)C(N)=O)=O